1-(4-nitrophenoxy)-3,6,9,12,15,18,21,24,27,30,33,36-dodecaoxanonatriacontan-39-oic acid [N+](=O)([O-])C1=CC=C(OCCOCCOCCOCCOCCOCCOCCOCCOCCOCCOCCOCCOCCC(=O)O)C=C1